CN1C=NC=C1C(=O)NC1=NNC(=C1)[C@@H]1C[C@@H](CC1)CC(C)NC([O-])=O (1R,3S)-3-(3-{[(1-methyl-1H-imidazol-5-yl)carbonyl]amino}-1H-pyrazol-5-yl)cyclopentylpropan-2-ylcarbamate